ClC1=CC=C(OCC(CO)O)C=C1 3-p-chlorophenoxyl-1,2-propylene glycol